phenyl (R)-(5-(2-(2,5-difluorophenyl)pyrrolidin-1-yl)pyrazolo[1,5-a]pyrimidin-3-yl)carbamate FC1=C(C=C(C=C1)F)[C@@H]1N(CCC1)C1=NC=2N(C=C1)N=CC2NC(OC2=CC=CC=C2)=O